BrC1=CC(=C(C=C1)CO)I (4-bromo-2-iodo-phenyl)methanol